C1=CC=C2C=CC3=CC=4OC=CC4C=4C=CC1=C2C43 pyreno[2,1-b]furan